[4-(3-amino-1-methyl-1H-pyrazol-4-yl)-benzyl]-[6-(7-methoxy-imidazo[1,2-a]pyridin-3-yl)-pyrimidin-4-yl]-amine NC1=NN(C=C1C1=CC=C(CNC2=NC=NC(=C2)C2=CN=C3N2C=CC(=C3)OC)C=C1)C